3-(1,4-dimethyl-1H-benzo[d][1,2,3]triazol-5-yl)-3-(3-(((R)-8-ethyl-1,5,7,8-tetrahydro-6H-[1,4]oxazepino[6,7-f]indazol-6-yl)methyl)-4-methylphenyl)-2,2-dimethylpropionic acid CN1N=NC2=C1C=CC(=C2C)C(C(C(=O)O)(C)C)C2=CC(=C(C=C2)C)CN2C[C@H](OC1=C(C=C3C=NNC3=C1)C2)CC